ClC1=CC=C(OC2C3(C(C4=CC=CC=C24)=O)CC3)C=C1 (4-chlorophenoxy)spiro[cyclopropane-1,2'-indene]-1'(3'H)-one